COC([O-])=O.COCC[N+](C)(C)CCOC N,N-bis(2-methoxyethyl)-N,N-dimethylammonium methyl-carbonate